OC1=C(C=CC=C1)C=1C=C2C(=NN1)NC[C@@H]1N2CCN(C1)C1=NC=C(C=N1)/C=C/C1CCN(CC1)C(=O)OC(C)(C)C tert-butyl (S,E)-4-(2-(2-(2-(2-hydroxyphenyl)-5,6,6a,7,9,10-hexahydro-8H-pyrazino[1',2':4,5]pyrazino[2,3-c]pyridazin-8-yl)pyrimidin-5-yl)vinyl)piperidine-1-carboxylate